ClC1=C(C=CC=C1F)C=1N=CC(=NC1)C(=O)OC methyl 5-(2-chloro-3-fluorophenyl)pyrazine-2-carboxylate